NC1=C(C(=O)O)C=CC(=N1)OCC(C(C(C(F)(F)F)(F)F)(F)F)(F)F 2-amino-6-((2,2,3,3,4,4,5,5,5-nonafluoropentyl)oxy)nicotinic acid